C(C1=CC=CC=C1)NC(CN(CC1=C(C=CC=C1Br)Br)CC1=CC=CC=C1)=O N-Benzyl-2-(benzyl(2,6-dibromobenzyl)amino)acetamide